ClC=1C=CC=2N(C1)C(=CN2)C2=NC(=NC=C2)N2C[C@@H](O[C@H](C2)C=2C=NNC2C)C (2S,6S)-4-(4-(6-chloroimidazo[1,2-a]pyridin-3-yl)pyrimidin-2-yl)-2-methyl-6-(5-methyl-1H-pyrazol-4-yl)morpholine